N-(4-((7-cyano-2-((4,4-dimethyl-6,7-dihydro-4H-pyrazolo[5,1-c][1,4]oxazin-2-yl)amino)-1-methyl-1H-imidazo[4,5-b]pyridin-6-yl)oxy)pyridin-2-yl)pyrrolidine-1-carboxamide C(#N)C1=C2C(=NC=C1OC1=CC(=NC=C1)NC(=O)N1CCCC1)N=C(N2C)NC2=NN1C(C(OCC1)(C)C)=C2